2-bromo-1-isopropenyl-4-nitro-benzene BrC1=C(C=CC(=C1)[N+](=O)[O-])C(=C)C